4-(2,3,4,5-tetrafluorophenyl)butanoic acid FC1=C(C=C(C(=C1F)F)F)CCCC(=O)O